3-(1-Oxo-5-((2-(((1-(trifluoromethyl)cyclopropyl)methyl)amino)cyclohexyl)oxy)isoindolin-2-yl)piperidin-2,6-dion O=C1N(CC2=CC(=CC=C12)OC1C(CCCC1)NCC1(CC1)C(F)(F)F)C1C(NC(CC1)=O)=O